2-(difluoromethyl)-N-[(3R)-3-methyl-1,1-dimethyl-indan-4-yl]Pyridine-3-carboxamide FC(C1=NC=CC=C1C(=O)NC1=C2[C@@H](CC(C2=CC=C1)(C)C)C)F